3-(5-(((1R,2S)-2-((6,6-difluorospiro[3.3]heptan-2-yl)amino)cyclohexyl)methyl)-1-oxoisoindolin-2-yl)piperidine-2,6-dione FC1(CC2(CC(C2)N[C@@H]2[C@H](CCCC2)CC=2C=C3CN(C(C3=CC2)=O)C2C(NC(CC2)=O)=O)C1)F